3-(3-bromo-10-phenylanthracene-9-yl)dibenzo[b,d]thiophene BrC=1C=CC2=C(C3=CC=CC=C3C(=C2C1)C1=CC=CC=C1)C=1C=CC2=C(SC3=C2C=CC=C3)C1